(2R,3S,5R)-5-(6-amino-2-fluoro-9H-purin-9-yl)-2-((((S)-(((S)-1-(2-ethylbutoxy)-1-oxo-3-phenylpropan-2-yl)amino)(phenoxy)phosphoryl)oxy)methyl)-2-ethynyltetrahydrofuran-3-yl dodecanoate C(CCCCCCCCCCC)(=O)O[C@@H]1[C@@](O[C@H](C1)N1C2=NC(=NC(=C2N=C1)N)F)(C#C)CO[P@](=O)(OC1=CC=CC=C1)N[C@H](C(=O)OCC(CC)CC)CC1=CC=CC=C1